P(=O)([O-])([O-])[O-].[Mn+2].[Zn+2] zinc-manganese phosphate